FC=1C(=C2C(=NC(=NN2C1)NC1CCC(CC1)(O)C)OC)C=1C=C(C2=C(N(C(=N2)C)CCF)C1)F (1r,4r)-4-((6-fluoro-5-(4-fluoro-1-(2-fluoroethyl)-2-methyl-1H-benzo[d]imidazol-6-yl)-4-methoxypyrrolo[2,1-f][1,2,4]triazin-2-yl)amino)-1-methylcyclohexan-1-ol